1,3-dibromo-1-propene BrC=CCBr